COC1=C(C=C(C=C1)C(=O)OC)S(=O)(=O)NC1=C(C=CC(=C1)C(F)(F)F)C1CN(CCC1)C(=O)OC(C)(C)C tert-butyl 3-(2-(2-methoxy-5-(methoxycarbonyl)phenylsulfonamido)-4-(trifluoromethyl)phenyl)piperidine-1-carboxylate